sulfur 2,4-difluoronitrobenzene FC1=C(C=CC(=C1)F)[N+](=O)[O-].[S]